C(#N)C=1C=C(C(=NC1)C)S(=O)(=O)NC1=C(C(=C(C=C1)F)C1=CC=C2C(=NNC2=C1F)C=1NC=CN1)F 5-cyano-N-(2,4-difluoro-3-(7-fluoro-3-(1H-imidazol-2-yl)-1H-indazol-6-yl)phenyl)-2-methylpyridine-3-sulfonamide